benzyl (S)-1-chloro-4-oxo-3-(((5-(((trifluoromethyl)sulfonyl)oxy)-[1,1'-biphenyl]-3-yl)methyl)amino)-4,6,7,8-tetrahydropyrrolo[1,2-a]pyrazine-6-carboxylate ClC1=C2N(C(C(=N1)NCC=1C=C(C=C(C1)OS(=O)(=O)C(F)(F)F)C1=CC=CC=C1)=O)[C@@H](CC2)C(=O)OCC2=CC=CC=C2